ethyl-4-(4-chloro-5-hydroxy-6-methoxyisoindolin-2-yl)-4-oxobutanoic acid C(C)C(C(=O)O)CC(=O)N1CC2=CC(=C(C(=C2C1)Cl)O)OC